3-(cyclopropylsulfonyl)-5-(difluoromethyl)benzoic acid C1(CC1)S(=O)(=O)C=1C=C(C(=O)O)C=C(C1)C(F)F